C1=CN(C(=O)NC1=S)[C@H]2[C@@H]([C@@H]([C@H](O2)COP(=O)([O-])[O-])O)O The molecule is a 4-thiouridin 5'-monophosphate that results from the removal of two protons from the phosphate group; major species at pH 7.3.